ClC=1C=CC=2OC[C@H]3N(C2N1)CCC3 (S)-2-chloro-6a,7,8,9-tetrahydro-6H-pyrido[3,2-b]pyrrolo[1,2-d][1,4]oxazine